NC=1SC2=C(N1)CC[C@@H](C2)N(CCC)CC2CCN(CC2)C(=O)C=2NC=CC2 (S)-(4-(((2-amino-4,5,6,7-tetrahydrobenzo[d]thiazol-6-yl)(propyl)amino)methyl)piperidin-1-yl)(1H-pyrrol-2-yl)methanone